C(C)(C)(C)OC(=O)NCC1=NC=C2C=CC(=NC2=C1)C1(CN(CCC1)C1=CC=NC=C1)C(=O)OC Methyl 3-(7-(((tert-butoxycarbonyl)amino)methyl)-1,6-naphthyridin-2-yl)-1-(pyridin-4-yl)piperidine-3-carboxylate